2-Fluoro-5-(5-(4,4,5,5-tetramethyl-1,3,2-dioxaborolan-2-yl)-1H-indazol-1-yl)phenol FC1=C(C=C(C=C1)N1N=CC2=CC(=CC=C12)B1OC(C(O1)(C)C)(C)C)O